CN[C@H]1CCC2=C(C=CS2)C1 (S)-N-methyl-4,5,6,7-tetrahydrobenzothiophen-5-amine